CS(=O)(C)=NC=1C(=CC(N(C1)CC1(CCN(CC12CCCC2)C(=O)N2[C@@H](CNCC2)C2=CC=CC=C2)O)=O)C2=CC=CC=C2 5-((Dimethyl(oxo)-λ6-sulfaneylidene)amino)-1-((10-hydroxy-7-((R)-2-phenylpiperazine-1-carbonyl)-7-azaspiro[4.5]decan-10-yl)methyl)-4-phenylpyridin-2(1H)-one